NC1=NC(=NN2C1=NC=C2CC2=C(C=C(C=C2F)OCCNC)F)O[C@@H](CCO)CCC |o1:25| (R or S)-3-((4-amino-7-(2,6-difluoro-4-(2-(methylamino)ethoxy)benzyl)imidazo[2,1-f][1,2,4]triazin-2-yl)oxy)hexan-1-ol